C(C=C)(=O)OCC(C)(C)OC(C)C1=CCC(C1)(C)C 2-[1-(4,4-dimethyl-1-cyclopenten-1-yl)ethoxy]-2-methylpropyl acrylate